but-3-ene-1-sulfonyl chloride C(CC=C)S(=O)(=O)Cl